p-aminophenol phosphate P(=O)(O)(O)OC1=CC=C(C=C1)N